FC=1C(=C(C=CC1F)C1CCN(CC1)C(=O)C=1C2=C(NN1)CN(C2)C(=O)OC)C(F)(F)F methyl 3-(4-(3,4-difluoro-2-(trifluoromethyl) phenyl) piperidin-1-carbonyl)-4,6-dihydropyrrolo[3,4-c]pyrazole-5(1H)-carboxylate